(2S,3S,4R,5R)-N-ethyl-3,4-dihydroxyl-5-(2-(2-methoxypyridin-3-yl)-6-(methylamino)-9H-purin-9-yl)tetrahydrofuran-2-carboxamide C(C)NC(=O)[C@H]1O[C@H]([C@@H]([C@@H]1O)O)N1C2=NC(=NC(=C2N=C1)NC)C=1C(=NC=CC1)OC